N4-(3-chloro-2-fluorophenyl)-5-methoxyquinazoline-4,6-diamine ClC=1C(=C(C=CC1)NC1=NC=NC2=CC=C(C(=C12)OC)N)F